2-ethyl formate hydrochloride Cl.C(=O)OCC